C[C@H]1N(CCOC1)C1=CC(=C2C(=N1)N(N=C2)C2=NNC=C2)C2(C[C@H]1CC[C@@H](C2)O1)O (1R,3r,5S)-3-{6-[(3R)-3-methylmorpholin-4-yl]-1-(1H-pyrazol-3-yl)-1H-pyrazolo[3,4-b]pyridin-4-yl}-8-oxabicyclo[3.2.1]octan-3-ol